3-((4-(dimethylamino)cyclohexyl)amino)-5-(2-fluorophenyl)-2,3,4,9-tetrahydro-1H-carbazole-8-carboxamide CN(C1CCC(CC1)NC1CCC=2NC3=C(C=CC(=C3C2C1)C1=C(C=CC=C1)F)C(=O)N)C